C(C)(C)(C)C1N(CC1=O)C(=O)OC(CN(C)CC(C)O)C 1,1'-(N-methylimino)di-2-propanol tert-butyl-3-oxoazetidine-1-carboxylate